6-(hydroxymethyl)-2-azaspiro[3.3]Heptane-2-carboxylic acid tert-butyl ester C(C)(C)(C)OC(=O)N1CC2(C1)CC(C2)CO